5-((2-chlorophenoxy)methyl)-2-mercapto-1,3,4-oxadiazole ClC1=C(OCC2=NN=C(O2)S)C=CC=C1